O1C(=NC2=C1C=CC=C2)C2(CCN(CC2)C2=C(C(N(C1=CC=C(C=C21)C)C)=O)C(=O)N)C 4-[4-(1,3-benzoxazol-2-yl)-4-methylpiperidin-1-yl]-1,6-dimethyl-2-oxo-1,2-dihydroquinoline-3-carboxamide